7-oxo-1-p-toluenesulfonyl-6,7-dihydro-1H-pyrrolo[2,3-c]pyridine-2-carboxylic acid O=C1NC=CC2=C1N(C(=C2)C(=O)O)S(=O)(=O)C2=CC=C(C)C=C2